7-bromo-4-fluoro-1-benzofuran BrC1=CC=C(C=2C=COC21)F